F[C@@H]1[C@@H](C1)C(=O)NC=1C=C2C(=CN1)N(C(=C2)C=2C(=NC=NC2)OC)C (1S,2S)-2-fluoro-N-(2-(4-methoxypyrimidin-5-yl)-1-methyl-1H-pyrrolo[2,3-c]pyridin-5-yl)cyclopropane-1-carboxamide